FC1(CCC(CC1)[C@H](NC(=O)C1=CC=NN1C(C)C)C1=NC2=C(N1)C=C(C=C2)[C@@H](C)NC(C[C@@H](C(F)(F)F)C)=O)F |o1:33| N-((S)-(4,4-Difluorocyclohexyl)(6-((R)-1-((S*)-4,4,4-trifluoro-3-methylbutanamido)ethyl)-1H-benzo[d]imidazol-2-yl)methyl)-1-isopropyl-1H-pyrazole-5-carboxamide